tert-butyl 3-{[(benzyloxy)carbonyl]amino}-4-oxopiperidine-1-carboxylate C(C1=CC=CC=C1)OC(=O)NC1CN(CCC1=O)C(=O)OC(C)(C)C